5-(2-methoxypyridin-4-yl)-2-(5-(((1R,3S,5S)-8-methyl-8-azabicyclo[3.2.1]octan-3-yl)oxy)-1,3,4-thiadiazol-2-yl)phenol COC1=NC=CC(=C1)C=1C=CC(=C(C1)O)C=1SC(=NN1)OC1C[C@H]2CC[C@@H](C1)N2C